C(C)(C)(C)[Si]1(OC[C@@H]2[C@@H](O1)[C@H]([C@@H](O2)CC=C)O)C(C)(C)C (4aR,6S,7S,7aS)-2,2-di-tert-butyl-6-(prop-2-en-1-yl)-tetrahydro-4H-furo[3,2-d][1,3,2]dioxasilin-7-ol